tributyl[(prop-1-en-2-yloxy)methyl]stannane C(CCC)[Sn](COC(=C)C)(CCCC)CCCC